3-[5-(3-chloro-2-fluorophenoxy)-2-methylpyridin-4-yl]-5-(4-chloro-2-methylbenzyl)-5,6-dihydro-4H-1,2,4-oxadiazine ClC=1C(=C(OC=2C(=CC(=NC2)C)C2=NOCC(N2)CC2=C(C=C(C=C2)Cl)C)C=CC1)F